ClC1=C(C=CC(=C1)F)C1=C2C(=NC(=C1C#N)N1CC3(CN(C3)C(C=C)=O)CC1)C[C@H](OC2)C2=C(N=CS2)C (7S)-4-(2-chloro-4-fluorophenyl)-7-(4-methyl-1,3-thiazol-5-yl)-2-(2-(2-propenoyl)-2,6-diazaspiro[3.4]octan-6-yl)-7,8-dihydro-5H-pyrano[4,3-b]pyridine-3-carbonitrile